BrC1=C(C(OC(=C1)C(=O)OC)=O)OCCOC(C)(C)C methyl 4-bromo-3-(2-(tert-butoxy)ethoxy)-2-oxo-2H-pyran-6-carboxylate